1-(tert-butyl) 5-ethyl 2-(5-bromo-1-methyl-1H-pyrazolo[3,4-b]pyridin-3-yl)-2-cyanopentanedioate BrC=1C=C2C(=NC1)N(N=C2C(C(=O)OC(C)(C)C)(CCC(=O)OCC)C#N)C